6-(azidomethyl)-1H-indole-2-carbaldehyde N(=[N+]=[N-])CC1=CC=C2C=C(NC2=C1)C=O